OC=1C=C(C=CC1)NC(=O)C=1C=C2C=CC=NC2=CC1 N-(3-hydroxyphenyl)quinoline-6-carboxamide